fluoro-4-iodo-2-nitrobenzene FC1=C(C=C(C=C1)I)[N+](=O)[O-]